N1C=CC=2C1=NC=CC2C(C)OC=2C=C1C(=NNC1=CC2)C=2C=CC(=NC2)N2CC1(C2)CCN(CC1)C(C)=O 1-(2-(5-(5-(1-(1H-pyrrolo[2,3-b]pyridin-4-yl)ethoxy)-1H-indazol-3-yl)pyridin-2-yl)-2,7-diazaspiro[3.5]nonan-7-yl)ethan-1-one